(R)-1-(5-(2-(2,5-difluorophenyl)pyrrolidin-1-yl)pyrazolo[1,5-a]pyrimidine-3-carbonyl)piperidine-4-carboxylic acid FC1=C(C=C(C=C1)F)[C@@H]1N(CCC1)C1=NC=2N(C=C1)N=CC2C(=O)N2CCC(CC2)C(=O)O